C(C)(C)(C)OC(=O)N1CC=2N(N=CC2C1)C1=CC(=CC=C1)N 1-(3-aminophenyl)-4,6-dihydropyrrolo[3,4-c]Pyrazole-5(1H)-carboxylic acid tert-butyl ester